5-amino-2-chloro-6-(4-chloro-2-fluoro-phenyl)-N-methyl-pyrimidine-4-carboxamide NC=1C(=NC(=NC1C1=C(C=C(C=C1)Cl)F)Cl)C(=O)NC